O1CC(CC1)C1=NC=CC(=C1)N 2-(tetrahydrofuran-3-yl)pyridin-4-amine